diphenyl-N,N'-di(1-naphthyl)-1,1'-biphenyl-4,4'-diamine C1(=CC=CC=C1)C=1C(=C(C=CC1NC1=CC=CC2=CC=CC=C12)C1=CC=C(C=C1)NC1=CC=CC2=CC=CC=C12)C1=CC=CC=C1